O1CCC2=C1C(=CC=C2)C=2CC[C@@H](CN2)C |r| rac-(3S)-6-(2,3-Dihydrobenzofuran-7-yl)-3-methyl-2,3,4,5-tetrahydropyridine